CC1=NC2=CC(=C(C=C2N=C1)C1=CC=CC=C1)C1=CC=CC=C1 2-methyl-6,7-diphenylquinoxaline